FC(C(=O)O)(F)F.N1(CCNCC1)C1=CC=C(C=C1)NC(=O)C1=NC=CC(=C1)C(=O)NC1=CC=C(C=C1)N1CCNCC1 pyridine-2,4-dicarboxylic acid bis-[(4-piperazin-1-yl-phenyl)-amide] trifluoroacetate